S1C=CC2=C1C(OCC21CC1)C1(CC1)N 1-(5'H,7'H-spiro[cyclopropane-1,4'-thieno[2,3-c]pyran]-7'-yl)cyclopropylamine